(S,E)-3-(but-2-en-1-yl)-2-(1-ethyl-3-methyl-1H-pyrazole-5-carboxamido)-3,4-dihydro-5-oxa-1,2a-diazaacenaphthylene-7-carboxamide C(\C=C\C)[C@@H]1N2C(=NC=3C=C(C=C(OC1)C32)C(=O)N)NC(=O)C3=CC(=NN3CC)C